O=C1NC(CCC1N1CC2=CC=C(C=C2C1=O)CNC(OCC1CC(C1)N(C)C(=O)OC(C)(C)C)=O)=O (3-{[(tert-butoxy)carbonyl](methyl)amino}cyclobutyl)methyl N-{[2-(2,6-dioxopiperidin-3-yl)-3-oxo-2,3-dihydro-1H-isoindol-5-yl]methyl}carbamate